4-dimethoxyethylbenzene COC(CC1=CC=CC=C1)OC